C(C)C1=CC=2NC(=NS(C2S1)(=O)=O)NC 6-ethyl-3-(methylamino)-4H-thieno[3,2-e][1,2,4]thiadiazine 1,1-dioxide